4-((2,2-dimethyltetrahydro-2H-pyran-4-yl)amino)-3-nitroquinoline-6-carbonitrile CC1(OCCC(C1)NC1=C(C=NC2=CC=C(C=C12)C#N)[N+](=O)[O-])C